O1C(=CC=C1)CSCCC(=O)OCC ethyl 3-((furan-2-ylmethyl)thio)propanoate